P(=O)(O)(O)O.C(C)C1=CC=CC=C1.C(C)C1=CC=CC=C1.C(C)C1=CC=CC=C1 tris(4-ethylbenzene) phosphate